NC1=NC=C(C2=C1C=NN2COCC[Si](C)(C)C)NC(=O)C(=O)N(CC2=NC=C(C=C2)C(F)(F)F)C(C(C)C)C N-[4-amino-1-(2-trimethylsilylethoxymethyl)pyrazolo[4,3-c]pyridin-7-yl]-N'-(1,2-dimethylpropyl)-N'-[[5-(trifluoromethyl)-2-pyridyl]methyl]oxamide